dimenthylammonium C1(CC(C(CC1)C(C)C)[NH2+]C1CC(CCC1C(C)C)C)C